OC1(C(N(CC1)C)=O)C1=CC(=NN1COCC[Si](C)(C)C)C1=NC(=CC=C1)C1=NC(=NC=C1)NC1=NN(C=C1)C Hydroxy-1-methyl-3-(3-(6-(2-((1-methyl-1H-pyrazol-3-yl)amino)pyrimidin-4-yl)pyridin-2-yl)-1-((2-(trimethylsilyl)ethoxy)methyl)-1H-pyrazol-5-yl)pyrrolidin-2-one